ClC=1C=C(C(=C(C(=O)NC=2SC3=C(N2)C=CC(=C3)C(F)(F)F)C1)O)C1COCC1 5-chloro-2-hydroxy-3-(tetrahydrofuran-3-yl)-N-(6-(trifluoromethyl)benzo[d]thiazol-2-yl)benzamide